CNC1=C(C=CC=C1)C1CCNC=2N1N=C(C2C(=O)N)C2=CC=C(C=C2)OC2=CC=CC=C2 7-(2-(Methylamino)phenyl)-2-(4-phenoxyphenyl)-4,5,6,7-tetrahydropyrazolo[1,5-a]pyrimidine-3-carboxamide